N[C@H]1CS(C2=C(N(C1=O)CC1=CC=C(C=C1)Cl)C=C(C(=C2)F)C=2OC(=NN2)NC(C)C)(=O)=O (3R)-3-amino-5-[(4-chlorophenyl)methyl]-8-fluoro-7-[5-(isopropylamino)-1,3,4-oxadiazol-2-yl]-1,1-dioxo-2,3-dihydro-1λ6,5-benzothiazepin-4-one